FC1C(C2=CCCN2C1)=C fluoro-1-methylenetetrahydro-1H-pyrrolizin